azobisisovaleric cyanide N(=NC(C(=O)C#N)C(C)C)C(C(=O)C#N)C(C)C